(2-chloroethyl)-4,4-difluoropyrrolidine-2-carboxylic acid methyl ester COC(=O)C1N(CC(C1)(F)F)CCCl